3-chloro-3-(3-iodophenyl)acrylonitrile ClC(=CC#N)C1=CC(=CC=C1)I